(3aR,5s,6aS)-N-(6-(1-methyl-1H-benzo[d]imidazol-5-yl)-4-(trifluoro-methyl)pyridazin-3-yl)-2-((tetrahydro-2H-pyran-4-yl)methyl-d2)octahydro-cyclopenta[c]pyrrol-5-amine CN1C=NC2=C1C=CC(=C2)C2=CC(=C(N=N2)NC2C[C@@H]1[C@@H](CN(C1)C([2H])([2H])C1CCOCC1)C2)C(F)(F)F